S1C2=C(OC=CN1)N=CC=C2 Pyrido[2,3-b][1,4,5]oxathiazepine